C(C)(C)(C)OC(=O)N([C@@H](CC(C)C)C(=O)N1[C@H](COCC1)C(=O)N[C@@H](COC1=C(C2=CC=CC=C2C=C1)C(=O)OCC1=CC=CC=C1)CC1=CC=CC=C1)C benzyl 2-((R)-2-((R)-4-(N-(tert-butoxycarbonyl)-N-methyl-L-leucinyl) morpholine-3-carboxamido)-3-phenylpropoxy)-1-naphthoate